CC1=CC=C(C=C1)S(=O)(=O)OCCCCCCNC(=O)OC(C)(C)C 6-(tert-butoxycarbonylamino)hexyl 4-methylbenzenesulfonate